N-cyclopropyl-2-(difluoromethoxy)-4-[7-(1-hydroxy-1-methylpropyl)imidazo[1,2-a]pyridin-3-yl]-6-methoxybenzamide C1(CC1)NC(C1=C(C=C(C=C1OC)C1=CN=C2N1C=CC(=C2)C(CC)(C)O)OC(F)F)=O